O[C@@]1(CNCCN(C1)C=1C=C2CN3[C@@H](C2=CC1)CN(C[C@H]3C)C3=C1C=CC=NC1=C(C=C3)C#N)C 5-[(4R,10bS)-8-[(6R)-6-hydroxy-6-methyl-1,4-diazepan-1-yl]-4-methyl-3,4,6,10b-tetrahydro-1H-pyrazino[2,1-a]isoindol-2-yl]quinoline-8-carbonitrile